NC(C(=O)O)CC1=C(C=CC=C1)F 2-amino-3-(2-fluorophenyl)propionic acid